2-(hydroxymethyl)-5-(trifluoromethyl)benzonitrile OCC1=C(C#N)C=C(C=C1)C(F)(F)F